(4-fluoro-2,6-dimethylphenyl)(3-(4-((1-(3-fluoropropyl)azetidin-3-yl)amino)phenoxy)-6-hydroxybenzo[b]thiophen-2-yl)methanone FC1=CC(=C(C(=C1)C)C(=O)C1=C(C2=C(S1)C=C(C=C2)O)OC2=CC=C(C=C2)NC2CN(C2)CCCF)C